Z-pyrazole-3-carboxylic acid N1N=C(C=C1)C(=O)O